C(C)(C)(C)OC(=O)N1[C@H](CN(CC1)C1=NC(=NC(=C1[N+](=O)[O-])CC1(CCC2=C(C(=CC=C12)F)Cl)C(=O)OC)Cl)CC#N (2S)-4-(2-chloro-6-((4-chloro-5-fluoro-1-(methoxycarbonyl)-2,3-dihydro-1H-inden-1-yl)methyl)-5-nitropyrimidin-4-yl)-2-(cyanomethyl)piperazine-1-carboxylic acid tert-butyl ester